(3-(4-(5-(2,3-Dihydro-1H-inden-4-yl)-6-methoxy-1H-pyrazolo[4,3-b]pyridin-3-yl)-1H-pyrazol-1-yl)azetidin-1-yl)((1s,3s)-3-methoxycyclobutyl)methanone C1CCC2=C(C=CC=C12)C1=C(C=C2C(=N1)C(=NN2)C=2C=NN(C2)C2CN(C2)C(=O)C2CC(C2)OC)OC